4-Bromo-6-nitro-1-(tetrahydro-2H-pyran-2-yl)-1H-benzo[d]imidazole BrC1=CC(=CC=2N(C=NC21)C2OCCCC2)[N+](=O)[O-]